BrC=1C=C2C(NC(C2=CC1)=O)C1=C(NC2=CC=CC=C12)CN(C)C 5-bromo-3-{2-[(dimethylamino)methyl]-1H-indol-3-yl}-2,3-dihydro-1H-isoindol-1-one